ClC1=C(N(C(C2=C(C=CC=C12)Cl)=O)C1=CC=CC=C1)[C@H](C)NC=1C2=C(N=CN1)N(C=CC2=O)CC2=CC=C(C=C2)OC (S)-4-((1-(4,8-dichloro-1-oxo-2-phenyl-1,2-dihydroisoquinolin-3-yl)ethyl)amino)-8-(4-methoxybenzyl)pyrido[2,3-d]pyrimidin-5(8H)-one